(2,2-difluorovinyl)phenyltelluride FC(=C[Te]C1=CC=CC=C1)F